C=1(C(=CC=CC1)C(=O)OC=1C(C=NN)=CC=CC1)C=CC1=CC=CC=C1 stilbeneformyl-salicylaldehyde hydrazone